methyl 7'-bromo-5'-fluoro-2',3'-dihydrospiro[1,3-dithiolane-2,1'-indene]-4'-carboxylate BrC1=CC(=C(C=2CCC3(C12)SCCS3)C(=O)OC)F